C(C1=CC=CC=C1)N1CCC(CC1)C(=O)O benzyl-(piperidine-4-carboxylic acid)